CC1=CC=C2C(OC(C2=C1)=O)C 6-methyl-3-methylisobenzofuran-1(3H)-one